C(C1=CC=CC=C1)OC1=CC(=NC=2N1N=C(C2C(=O)OCC)Br)Cl ethyl 7-(benzyloxy)-2-bromo-5-chloropyrazolo[1,5-a]pyrimidine-3-carboxylate